OCC1=C(C=NN1C)C1=NC=C(C=N1)C(=O)OCC ethyl 2-(5-(hydroxymethyl)-1-methyl-1H-pyrazol-4-yl)pyrimidine-5-carboxylate